Zinc-palladium [Pd].[Zn]